C[C@@H]1CN(CCO1)C=1N=C(C2=C(N1)C(N(C2)C(C)C)=O)NC2=CC=C(C=C2)CCC 2-[(2R)-2-methylmorpholin-4-yl]-6-(propan-2-yl)-4-[(4-propylphenyl)amino]-5,6-dihydro-7H-pyrrolo[3,4-d]pyrimidin-7-one